pentyl ((S)-3-cyclohexyl-1-(((S)-5-(2,3-dihydrobenzo[f][1,4]oxazepin-4(5H)-yl)-1,5-dioxopentan-2-yl)amino)-1-oxopropan-2-yl)carbamate C1(CCCCC1)C[C@@H](C(=O)N[C@H](C=O)CCC(=O)N1CCOC2=C(C1)C=CC=C2)NC(OCCCCC)=O